5-cyclopropyl-2,3-dihydro-1H-isoindole C1(CC1)C=1C=C2CNCC2=CC1